5-hydroxy-6-methoxy-N-(3-methoxypropyl)-N-methylbenzo[b]thiophene-2-carboxamide OC1=CC2=C(SC(=C2)C(=O)N(C)CCCOC)C=C1OC